1-(((4-chlorobut-2-yl)oxy)methyl)-2-fluorobenzene ClCCC(C)OCC1=C(C=CC=C1)F